2-((2-(2,6-dioxopiperidin-3-yl)-1,3-dioxoisoindolin-5-yl)oxy)-N-(2-(4-(4-((5-(m-tolyl)imidazo[1,2-a]pyrazin-8-yl)amino)phenyl)piperidin-1-yl)ethyl)acetamide O=C1NC(CCC1N1C(C2=CC=C(C=C2C1=O)OCC(=O)NCCN1CCC(CC1)C1=CC=C(C=C1)NC=1C=2N(C(=CN1)C=1C=C(C=CC1)C)C=CN2)=O)=O